C1(=CCCC1)C1=C(C(=O)OC)C=C(C=C1)[N+](=O)[O-] methyl 2-(cyclopent-1-en-1-yl)-5-nitrobenzoate